BrC1=C(C=C(C(=O)N2CC=3N(CC2)C(N(C3C(=O)N[C@H](C)C3=C(C=CC=C3)N3N=CN=C3)C3=CC=C(C=C3)OC3CC3)=O)C=C1)Cl |r| 7-(4-bromo-3-chloro-benzoyl)-2-[4-(cyclopropoxy)phenyl]-3-oxo-N-[rac-(1R)-1-[2-(1,2,4-triazol-1-yl)phenyl]ethyl]-6,8-dihydro-5H-imidazo[1,5-a]pyrazine-1-carboxamide